BrC=1C=C2C(=NC1)NC=C2C(=O)C=2C=C(C=CC2)S(=O)(=O)NCCC 3-(5-bromo-1H-pyrrolo[2,3-b]pyridine-3-carbonyl)-N-propylbenzenesulfonamide